FC1=C(C=C(C=C1)OC(F)(F)F)C=1C(=CC(=C(C1)O)C1=C(C=CC(=C1)OC(F)(F)F)F)O 2,2''-difluoro-5,5''-bis(trifluoromethoxy)-[1,1':4',1''-terphenyl]-2',5'-diol